C(C)[C@@H]1CN2CCC3(C2C[C@@H]1/C(/C(=O)OC)=C\OC)NC1=CC=C(C(=C1C3=O)OC)C3=CC=CC=C3 Methyl (E)-2-((6'S,7'S)-6'-ethyl-5-(phenyl)-4-methoxy-3-oxo-2',3',6',7',8',8a'-hexahydro-5'H-spiro[indoline-2,1'-indolizin]-7'-yl)-3-methoxyacrylate